2,8-bis(4-(bis(((Z)-dec-4-en-1-yl)oxy)(methyl)silyl)butyl)-2,8-diazaspiro[4.5]decane C(CC\C=C/CCCCC)O[Si](CCCCN1CC2(CC1)CCN(CC2)CCCC[Si](C)(OCCC\C=C/CCCCC)OCCC\C=C/CCCCC)(C)OCCC\C=C/CCCCC